triethyl-(4-vinylbenzyl)phosphonium chloride [Cl-].C(C)[P+](CC1=CC=C(C=C1)C=C)(CC)CC